C(C)(C)(C)C=1C=2N(N=CC1C(=O)NN1CCOC3=C1C=CC=C3)C(=C(N2)C)C2=CC(=CC(=C2)Cl)Cl 8-tert-butyl-3-(3,5-dichlorophenyl)-N-(2,3-dihydro-1,4-benzoxazin-4-yl)-2-methylimidazo[1,2-b]pyridazine-7-carboxamide